C(C)(=O)N1C(C(C2=CC(=CC=C12)Br)=CC1=CC(=C(C(=C1)Br)OCCO)Br)=O 1-acetyl-5-bromo-3-(3,5-dibromo-4-(2-hydroxyethoxy)benzylidene)indolin-2-one